(Z)-2-cyano-N-(4-fluorophenyl)-3-hydroxy-3-(5-methylisoxazol-4-yl)acrylamide C(#N)/C(/C(=O)NC1=CC=C(C=C1)F)=C(\C=1C=NOC1C)/O